C(CCC)OCCOP(OCCOCCCC)OCCOCCCC tris(butoxy ethyl)phosphite